ClCC=1C=C2C=NN(C2=CC1)COCC[Si](C)(C)C 5-(chloromethyl)-1-((2-(trimethylsilyl)ethoxy)methyl)-1H-indazole